C(#N)C1(CC1)C1=NN(C(=C1C(F)(F)F)C(=O)NC1=CC(=NC=C1)S(=O)(=N)C)CC1(CC(C1)(F)F)C 3-(1-cyanocyclopropyl)-1-((3,3-difluoro-1-methylcyclobutyl)methyl)-N-(2-(S-methylsulfonimidoyl)pyridin-4-yl)-4-(trifluoromethyl)-1H-pyrazole-5-carboxamide